1,4-dibromo-2,5-bisthienylbenzene BrC1=C(C=C(C(=C1)C=1SC=CC1)Br)C=1SC=CC1